C1=CC=CC=2SC3=C(C21)C=CC=C3 Dibenzo-thiophen